NCC=1C=C(C=CC1)C1=CC(=CC=2C(=COC21)F)COC2=C(C=CC(=C2)C)CC(=O)OCC ethyl 2-(2-((7-(3-(aminomethyl)phenyl)-3-fluorobenzofuran-5-yl)methoxy)-4-methylphenyl)acetate